benzyl N-[4-[[1-(4-aminophenyl)-4-piperidyl]methyl]phenyl]carbamate NC1=CC=C(C=C1)N1CCC(CC1)CC1=CC=C(C=C1)NC(OCC1=CC=CC=C1)=O